ClC1=NC=2N(CC(N(C2C=N1)CC)=O)CC1=CC=C(C=C1)C=1N(C=C(N1)C(F)(F)F)C 2-chloro-8-(4-(1-methyl-4-(trifluoromethyl)-1H-imidazol-2-yl)benzyl)-5-ethyl-7,8-dihydro-pteridin-6(5H)-one